C(C1=CC=CC=C1)OC1=C(C=C2C3=C(C(OC2=C1)(C)C)C=C(C(=C3)C)OC)C 3-(benzyloxy)-8-methoxy-2,6,6,9-tetramethyl-6H-benzo[c]chromene